[C@H]12CC(C[C@@H]2C1)[C@@H](C=1N=C2N(N=C(C=C2)CC2C(NC[C@@H](C2)C(F)(F)F)=O)C1)NC(OCC1=CC=CC=C1)=O benzyl ((1S)-((1R,3S,5S)-bicyclo[3.1.0]hexan-3-yl)(6-(((5R)-2-oxo-5-(trifluoromethyl)piperidin-3-yl)methyl)imidazo[1,2-b]pyridazin-2-yl)methyl)carbamate